N-(but-2-yn-1-yl)but-2-yn-1-amine C(C#CC)NCC#CC